isopropylidenebis(2-tert-butylphenol) C(C)(C)(C=1C(=C(C=CC1)O)C(C)(C)C)C=1C(=C(C=CC1)O)C(C)(C)C